C[Si](Cl)(Cl)C DIMETHYLDICHLOROSILANE